O1C(=NC2=C1C=CC=C2)C=2C=C(C=CC2)NC(CC2=C(C=CC=C2)C)=O N-(3-(benzo[d]oxazol-2-yl)phenyl)-2-(o-tolyl)acetamide